(+-)-N-methyl-3-phenyl-3-(4-trifluoromethylphenoxy)propanamine hydrochloride Cl.CNCC[C@@H](OC1=CC=C(C=C1)C(F)(F)F)C1=CC=CC=C1 |r|